C(C=C)OCCC1CO1 allyl-3,4-epoxybutyl ether